FC(C=1C=C(C=CC1)CCO)(F)F 2-(3-(trifluoromethyl)phenyl)ethan-1-ol